dimethylbis(2-hydroxyethyl)ammonium C[N+](CCO)(CCO)C